C(C1=CC=CC=C1)N1CCN(CC1)C[C@H](CO[Si](C)(C)C(C)(C)C)C (R)-1-benzyl-4-(3-((tert-butyldimethylsilyl)oxy)-2-methylpropyl)piperazine